COC1=CC(=CC2=C1O[C@H]([C@@H](O2)C)C=2C=NC(=CC2)OC)CN2C(=NC=1C2=NC=CC1)[2H] 3-(((2S,3S)-8-methoxy-2-(6-methoxypyridin-3-yl)-3-methyl-2,3-dihydrobenzo[b][1,4]dioxin-6-yl)methyl)-3H-imidazo[4,5-b]pyridin-2-d